(S)-N'-((3,3-dimethyl-1,2,3,5,6,7-hexahydrodicyclopenta[b,e]pyridin-8-yl)carbamoyl)-4-(hydroxymethyl)-2-isopropylthiazole-5-sulfonimidamide CC1(CCC=2C1=NC1=C(C2NC(=O)N=[S@@](=O)(N)C2=C(N=C(S2)C(C)C)CO)CCC1)C